[N+](=O)([O-])C1=CC=C(C=C1)S(=O)(=O)[O-].[NH4+] ammonium 4-nitrobenzenesulfonate